(6aR)-8-acryloyl-4-chloro-1-((S)-3-ethylmorpholino)-3-(2-fluoro-6-hydroxyphenyl)-6,6a,7,8,9,10-hexahydro-12H-pyrazino[2,1-c]pyrido[3,4-f][1,4]oxazepin-12-one C(C=C)(=O)N1C[C@@H]2COC3=C(C(N2CC1)=O)C(=NC(=C3Cl)C3=C(C=CC=C3O)F)N3[C@H](COCC3)CC